5-(1-n-butanoyl-5-phenylpyrazolidin-3-ylidene)-1,3-dimethylbarbituric acid C(CCC)(=O)N1NC(CC1C1=CC=CC=C1)=C1C(N(C(N(C1=O)C)=O)C)=O